methyl 5-(4-fluorophenyl)-6-phenylpyrimidine-4-carboxylate FC1=CC=C(C=C1)C=1C(=NC=NC1C1=CC=CC=C1)C(=O)OC